cyclopenta(b)pyridine N1C=2C(=CC=C1)C=CC2